CN(C)CC1(CC1)CO {1-[(dimethylamino)methyl]cyclopropyl}methanol